methyl (1S,5R)-2-(2-(chloromethyl)allyl)-3-azabicyclo[3.1.0]hexane-2-carboxylate ClCC(CC1([C@H]2C[C@H]2CN1)C(=O)OC)=C